Methyl 3-(3-((1r,3r)-1-(2-(5-((6,7-difluoro-4-(methylthio)-1H-indol-5-yl)oxy)-2-fluorophenyl)-1H-imidazol-5-yl)-3-methoxy-3-methylcyclobutyl)phenyl)propanoate FC1=C(C(=C2C=CNC2=C1F)SC)OC=1C=CC(=C(C1)C=1NC(=CN1)C1(CC(C1)(C)OC)C=1C=C(C=CC1)CCC(=O)OC)F